methyl (2S)-2-[[(2S)-4-methyl-2-[[4-(trifluoromethoxy)-1H-indole-2-carbonyl]amino]pentanoyl]amino]-3-[(3S)-2-oxopyrrolidin-3-yl]propanoate CC(C[C@@H](C(=O)N[C@H](C(=O)OC)C[C@H]1C(NCC1)=O)NC(=O)C=1NC2=CC=CC(=C2C1)OC(F)(F)F)C